benzo[c]phenanthren-5-yl-boronic acid C1=CC=CC=2C(=CC=3C=CC=4C=CC=CC4C3C21)B(O)O